C(C1=CC=CC=C1)[C@]1(O)[C@H](OC(C)=O)[C@@H](OC(C)=O)[C@H](OC(C)=O)[C@H](O1)CO Benzyl-2,3,4-tri-O-acetyl-β-D-glucopyranose